(R)-N-(4-methoxy-2-(4-morpholinopiperidin-1-yl)-5-((6-(3-(3-phenoxyphenyl)isoxazolidin-2-yl)pyrimidin-4-yl)amino)phenyl)acrylamide COC1=CC(=C(C=C1NC1=NC=NC(=C1)N1OCC[C@@H]1C1=CC(=CC=C1)OC1=CC=CC=C1)NC(C=C)=O)N1CCC(CC1)N1CCOCC1